(Z)-5-(4,8-dimethylnon-1,7-dienyl)benzene-1,3-diol CC(C\C=C/C=1C=C(C=C(C1)O)O)CCC=C(C)C